CS(=O)(=O)OCCCCCCCC#C non-8-yn-1-yl methanesulfonate